(S)-11-(3-chloro-4-fluorophenyl)-3-methoxy-8-(piperazin-1-yl)-10-(trifluoromethyl)-3,4-dihydro-2H,6H-[1,4]thiazepino[2,3,4-ij]quinazolin-6-one ClC=1C=C(C=CC1F)C1=C(C=C2C(=NC(N3C2=C1SC[C@H](C3)OC)=O)N3CCNCC3)C(F)(F)F